(S)-1-(2-cyanophenyl)-N-(2,3-difluoro-4-((3-(2-(piperidin-3-ylamino)pyrimidin-4-yl)pyridin-2-yl)oxy)phenyl)methanesulfonamide C(#N)C1=C(C=CC=C1)CS(=O)(=O)NC1=C(C(=C(C=C1)OC1=NC=CC=C1C1=NC(=NC=C1)N[C@@H]1CNCCC1)F)F